methyl (R)-4-amino-butyrate NCCCC(=O)OC